C(C(O)C)(=O)O.C(C(O)C)(=O)O (LACTIC ACID) (lactate)